rel-N-((1S,2S,3R)-8'-bromo-2-fluoro-3-methyl-4'H-spiro[cyclopropane-1,5'-naphtho[2,1-d]isoxazol]-3'-yl)-2,6-dimethoxybenzenesulfonamide BrC1=CC=C2[C@@]3(CC=4C(=NOC4C2=C1)NS(=O)(=O)C1=C(C=CC=C1OC)OC)[C@H]([C@@H]3C)F |o1:5,28,29|